2,5-bis(α-hydroxyisopropyl)benzenethiol OC(C)(C)C1=C(C=C(C=C1)C(C)(C)O)S